OC1(CCN(CC1)C(=O)OCCCC)C(C)[N+](=O)[O-] butyl 4-hydroxy-4-(1-nitroethyl)piperidine-1-carboxylate